C(N)(=O)C=1C=C(C=NC1)NC(=O)C1=C(N=NC(=C1)C(F)(F)F)OC1=C(C=CC(=C1)F)Cl N-(5-Carbamoylpyridin-3-yl)-3-(2-chloro-5-fluorophenoxy)-6-(trifluoromethyl)pyridazine-4-carboxamide